COC=1C=C2C(=NC(=NC2=CC1OC)C)NC(C)C1=CC=CC2=CN(N=C12)C 6,7-dimethoxy-2-methyl-N-[1-(2-methyl-2H-indazol-7-yl)ethyl]quinazolin-4-amine